3-trifluoromethyl-1-(p-tolyl)propane FC(CCCC1=CC=C(C=C1)C)(F)F